C1(CCCC1)N1C(C(=CC2=C1N=C(N=C2)NC2=NC=C(C=C2)C2CCN(CC2)CC2CCC(CC2)CO)C#N)=O 8-cyclopentyl-2-((5-(1-(((1r,4r)-4-(hydroxymethyl)cyclohexyl)methyl)piperidin-4-yl)pyridin-2-yl)amino)-7-oxo-7,8-dihydropyrido[2,3-d]pyrimidine-6-carbonitrile